C(C#C)N1NNC=C1 N-prop-2-ynyl-2H-triazole